4-amino-3,5-dichloro-6-(3-(4-fluorophenyl)-1H-indol-1-yl)pyridinecarbonitrile NC1=C(C(=NC(=C1Cl)N1C=C(C2=CC=CC=C12)C1=CC=C(C=C1)F)C#N)Cl